((1S,6R,7R)-3-(3-(2-chloro-4-(1H-pyrazol-4-yl)phenyl)-1H-pyrazolo[3,4-b]pyrazin-6-yl)-7-(2-fluorophenyl)-3-azabicyclo[4.1.0]heptan-7-yl)methanamine ClC1=C(C=CC(=C1)C=1C=NNC1)C1=NNC2=NC(=CN=C21)N2C[C@@H]1[C@]([C@@H]1CC2)(C2=C(C=CC=C2)F)CN